C(=O)=C(CC(=O)N)C1=C(C=CC=C1)Cl 3-carbonyl-3-(2-chlorophenyl)propionamide